(R)-N-(1-(3-(difluoromethyl)-2-fluorophenyl)ethyl)-1-(1-(fluoromethyl)cyclopropyl)-4-((1-methylpiperidin-4-yl)amino)-6-oxo-1,6-dihydropyridine-3-carboxamide FC(C=1C(=C(C=CC1)[C@@H](C)NC(=O)C1=CN(C(C=C1NC1CCN(CC1)C)=O)C1(CC1)CF)F)F